tert-Butyl 5-(methanesulfonamidomethyl)-2,3-dihydro-1H-isoindole-2-carboxylate CS(=O)(=O)NCC=1C=C2CN(CC2=CC1)C(=O)OC(C)(C)C